N-[2-[6,7-dichloro-4-(cyanomethoxy)indol-1-yl]ethyl]methanesulfonamide ClC1=CC(=C2C=CN(C2=C1Cl)CCNS(=O)(=O)C)OCC#N